4-bromo-5-chloro-6-fluoro-N,N-dimethyl-1-(tetrahydro-2H-pyran-2-yl)-1H-indazol-7-amine BrC1=C2C=NN(C2=C(C(=C1Cl)F)N(C)C)C1OCCCC1